C(C)OC(=O)C1=NC(=C(N=C1)C)C1=C(C(=CC=C1)Cl)Cl 6-(2,3-dichlorophenyl)-5-methylpyrazine-2-carboxylic acid ethyl ester